NC1=NC(N(C=C1F)[C@@H]1CS[C@@H](O1)CO)=O 4-amino-5-fluoro-1-[(2R,5S)-2-(hydroxymethyl)-1,3-oxathiolan-5-yl]-1,2-di-hydropyrimidin-2-one